COC(=O)C1=CC=C(C=C1)C1N(CCN(C1)CC(F)(F)F)C(=O)OC(C)(C)C tert-butyl 2-(4-(methoxycarbonyl)phenyl)-4-(2,2,2-trifluoroethyl)piperazine-1-carboxylate